ClC=1C=C(C=CC1C(=O)N1CCN(CC1)C(=O)C1CCNCC1)NC(=O)C=1N(C(=CN1)C1=C(C(=C(C=C1)C=1C=NN(C1COC)CCOC)F)F)C N-[3-chloro-4-[4-(piperidine-4-carbonyl)piperazine-1-carbonyl]phenyl]-5-[2,3-difluoro-4-[1-(2-methoxy-ethyl)-5-(methoxy-methyl)pyrazol-4-yl]phenyl]-1-methyl-imidazole-2-carboxamide